2-ethyl-9,10-bis(2-hydroxyethoxycarbonyl-methyleneoxy)anthracene C(C)C1=CC2=C(C3=CC=CC=C3C(=C2C=C1)OCC(=O)OCCO)OCC(=O)OCCO